3-(5-(7H-pyrrolo[2,3-d]pyrimidin-4-yl)pyridin-2-yl)-6-((5-chloropyridin-2-yl)methyl)-3,6-diazabicyclo[3.1.1]heptane N1=CN=C(C2=C1NC=C2)C=2C=CC(=NC2)N2CC1N(C(C2)C1)CC1=NC=C(C=C1)Cl